FC(C1=NN(C(=C1C1=CC=C(C=C1)C)F)C1=CC=CC=C1)F 3-difluoromethyl-5-fluoro-1-phenyl-4-(4-methylphenyl)-1H-pyrazole